2-(2-((3-(2,6-dichlorophenyl)-5-(trifluoromethyl)isoxazol-4-yl)methylene)-7-azaspiro[3.5]non-7-yl)-4-fluorobenzo[d]thiazole-6-carboxylic acid ClC1=C(C(=CC=C1)Cl)C1=NOC(=C1C=C1CC2(C1)CCN(CC2)C=2SC1=C(N2)C(=CC(=C1)C(=O)O)F)C(F)(F)F